(S)-N-(1-(4-(trifluoromethyl)phenyl)ethyl)-2-(1,3,7-trimethyl-4-oxo-1,4-dihydro-5H-pyrazolo[3,4-d]pyridazin-5-yl)acetamide FC(C1=CC=C(C=C1)[C@H](C)NC(CN1N=C(C2=C(C1=O)C(=NN2C)C)C)=O)(F)F